4-(pyridin-4-yl)aniline tert-butyl-((1r,3r)-3-(4-(2-(4-((5-morpholino-1,3,4-thiadiazol-2-yl)oxy)phenyl)propan-2-yl)phenoxy)cyclobutyl)carbamate C(C)(C)(C)N(C(O)=O)C1CC(C1)OC1=CC=C(C=C1)C(C)(C)C1=CC=C(C=C1)OC=1SC(=NN1)N1CCOCC1.N1=CC=C(C=C1)C1=CC=C(N)C=C1